tert-butyl 4-[[6-(2-cyano-3,6-difluoro-phenoxy)-4-oxo-quinazolin-3-yl]methyl]-4-fluoro-piperidine-1-carboxylate C(#N)C1=C(OC=2C=C3C(N(C=NC3=CC2)CC2(CCN(CC2)C(=O)OC(C)(C)C)F)=O)C(=CC=C1F)F